N1C=C(C2=CC=CC=C12)C1=NC(=NC=C1C(F)(F)F)C(C(=O)N)(C)N1N=CC(=C1)C=1CCN(CC1)C(C=C)=O (4-(1H-indol-3-yl)-5-(trifluoromethyl)pyrimidin-2-yl)-2-(4-(1-propenoyl-1,2,3,6-tetrahydropyridin-4-yl)-1H-pyrazol-1-yl)propanamide